Bis(2-hydroxybenzyliden)aceton OC1=C(C=CC(=O)C=CC2=C(C=CC=C2)O)C=CC=C1